NC1=C(C=C(C=N1)C=1C=C2N(N1)CCC21CN(CC1)C(=O)NC1CCC1)O[C@H](C)C=1C=NC=CC1 2'-{6-amino-5-[(1R)-1-(pyridin-3-yl)ethoxy]pyridin-3-yl}-N-cyclobutyl-5',6'-dihydrospiro[pyrrolidine-3,4'-pyrrolo[1,2-b]pyrazole]-1-carboxamide